C(OCOC1=CC=CN2N([C@H]3N(C=C21)CCOC3)C(C3=CC=CC=C3)C3=CC=CC=C3)(OC)=O ({(12aR)-12-Diphenylmethyl-3,4,12,12a-tetrahydro-1H-[1,4]oxazino[3,4-c]pyrido[2,1-f][1,2,4]triazin-7-yl}oxy)methyl methyl carbonate